N-(1-cyclopropyl-6-fluoro-2-(4-fluorophenyl)-5-benzimidazolyl)-5-(2-trifluoromethylphenyl)-1,3,4-thiadiazol-2-amine C1(CC1)N1C(=NC2=C1C=C(C(=C2)NC=2SC(=NN2)C2=C(C=CC=C2)C(F)(F)F)F)C2=CC=C(C=C2)F